acryloylpropyl-trimethoxysilane C(C=C)(=O)CO[Si](OC)(OC)CCC